tert-butyl 3-(3-(2-chloro-5-(trifluoromethyl) pyrimidin-4-yl) phenyl)-2,2-dimethylpropionate ClC1=NC=C(C(=N1)C=1C=C(C=CC1)CC(C(=O)OC(C)(C)C)(C)C)C(F)(F)F